NC(CO)CCCCC 2-Amino-1-heptanol